C(CCCCC)(=O)OO peroxy-caproic acid